3-Hydroxy-8-methoxy-6H-dibenzo[b,d]pyran-6-one OC=1C=CC2=C(OC(C3=C2C=CC(=C3)OC)=O)C1